rel-(2S,3R,5R)-4-[[3-(3-chloro-4-fluoro-2-methoxy-phenyl)-5-methyl-5-(trifluoromethyl)tetrahydrofuran-2-carbonyl]amino]-N-methylpyridine-2-carboxamide ClC=1C(=C(C=CC1F)[C@@H]1[C@H](O[C@](C1)(C(F)(F)F)C)C(=O)NC1=CC(=NC=C1)C(=O)NC)OC |o1:8,9,11|